1-(1-((4'-amino-[1,1'-biphenyl]-4-yl)methyl)-1H-indol-5-yl)-5-methyl-1H-pyrazole-3-carboxamide NC1=CC=C(C=C1)C1=CC=C(C=C1)CN1C=CC2=CC(=CC=C12)N1N=C(C=C1C)C(=O)N